(S)-1-[3-(5-Chloro-1H-indazole-1-yl)pyridine-2-yl]-2-(3-fluoro-6-methylpyridine-2-yl)-ethan-1-amine hydrochloride Cl.ClC=1C=C2C=NN(C2=CC1)C=1C(=NC=CC1)[C@H](CC1=NC(=CC=C1F)C)N